C1(=CC(=CC=C1)C1=NN(C=C1)CC1=CC(=NC=C1)NC)C1=CC=CC=C1 4-((3-([1,1'-biphenyl]-3-yl)-1H-pyrazol-1-yl)methyl)-N-methylpyridin-2-amine